3-[4-(methoxycarbonyl)-3-methyl-2-nitrophenyl]-5,6-dihydro-4H-pyran-2-carboxylic acid methyl ester COC(=O)C=1OCCCC1C1=C(C(=C(C=C1)C(=O)OC)C)[N+](=O)[O-]